2-(4-Chlorophenyl)-1-(3-fluorophenyl)-2,11-dihydroimidazo[1',5':1,2]pyrido[3,4-b]indol-4-ium chloride [Cl-].ClC1=CC=C(C=C1)N1C=[N+]2C(C=3NC4=CC=CC=C4C3C=C2)=C1C1=CC(=CC=C1)F